N-(5-((2-(3,3-dimethylazetidin-1-yl)ethyl)carbamoyl)-2-methylpyridin-3-yl)-2-(1-methyl-1H-pyrazol-4-yl)-1H-pyrrolo[2,3-b]pyridine-5-carboxamide CC1(CN(C1)CCNC(=O)C=1C=C(C(=NC1)C)NC(=O)C=1C=C2C(=NC1)NC(=C2)C=2C=NN(C2)C)C